The molecule is a furopyran and lactone that is (2H-pyran-3(6H)-ylidene)acetic acid which is substituted by hydroxy groups at positions 4 an 6 and in which the hydroxy group at position 4 has condensed with the carboxy group to give the corresponding bicyclic lactone. Also known as neopatulin, it is a mycotoxic substance produced by Aspergillus and Penicillium species. It has a role as a mycotoxin, an antibacterial agent and a Penicillium metabolite. It is a gamma-lactone, a furopyran and a lactol. C1C2=CC(=O)OC2=CC(O1)O